5-fluoro-N-[4'-(3-hydroxy-3-methylbutan-1-yn-1-yl)biphenyl-2-yl]-1,3-dimethyl-1H-pyrazole-4-carboxamide FC1=C(C(=NN1C)C)C(=O)NC1=C(C=CC=C1)C1=CC=C(C=C1)C#CC(C)(C)O